CC1=C(C=CC=C1)C1=C(C=CC=C1)O 2'-methyl-2-hydroxybiphenyl